sodium bis(N-lauramidoglutamine) C(CCCCCCCCCCC)(=O)NN[C@@H](CCC(N)=O)C(=O)O.C(CCCCCCCCCCC)(=O)NN[C@@H](CCC(N)=O)C(=O)O.[Na]